N-[2-(N-vinylbenzylamino)ethyl]-3-aminopropyl-trimethoxysilane C(=C)N(CCNCCC[Si](OC)(OC)OC)CC1=CC=CC=C1